N[C@H](C)C=1C=C(C=C2C(N3C(=NC12)N1C(CC3)CCCC1)=O)C 12-((R)-1-aminoethyl)-10-methyl-2,3,4,4a,5,6-hexahydro-1H,8H-pyrido[1',2':3,4]pyrimido[2,1-b]quinazolin-8-one